ClC1=C(C=C(C=C1)N1C[C@H](CC1)S(=O)(=O)C)F (S)-1-(4-chloro-3-fluorophenyl)-3-(methylsulfonyl)pyrrolidine